CN(C(C(=C)C)=O)C1=CC=C(C=C1)Cl N-methyl-N-(p-chlorophenyl)methacrylamide